N-(methyl-d3)-5-(piperazin-1-yl)pyridineamide C(NC(=O)C1=NC=C(C=C1)N1CCNCC1)([2H])([2H])[2H]